C(C)N1CCN(CC1)C1=CC=C2C(=NC(=NC2=C1)N1N=CC(=C1)C1=CC=C(C=C1)S(=O)(=O)C)C1=CSC=C1 7-(4-ethylpiperazin-1-yl)-2-(4-(4-(methylsulfonyl)phenyl)-1H-pyrazol-1-yl)-4-(thiophen-3-yl)quinazoline